(3-benzyl-1-(4-chlorophenyl)-2,5-dioxoimidazolin-4-yl)-N-(3-(hydroxylamino)-3-oxopropyl)propanamide C(C1=CC=CC=C1)N1C(N(C(C1C(C(=O)NCCC(=O)NO)C)=O)C1=CC=C(C=C1)Cl)=O